1-(2,6-bis(benzyloxy)pyridin-3-yl)-5-bromobenzo[cd]indol-2(1H)-one C(C1=CC=CC=C1)OC1=NC(=CC=C1N1C(C2=C3C(C=CC=C13)=C(C=C2)Br)=O)OCC2=CC=CC=C2